CNC(=O)C=1N=NN(C1)CCCCC=1N=NC(=CC1)NC(CC=1C=NC=CC1)=O N-methyl-1-(4-{6-[2-(pyridin-3-yl)acetamido]pyridazin-3-yl}butyl)-1H-1,2,3-triazole-4-carboxamide